(((5-fluoropyridin-2-yl)amino)-2-oxoethyl)-N-isopropyl-N-methyl-7-oxo-4,7-dihydropyrazolo[1,5-a]pyrimidine-6-carboxamide FC=1C=CC(=NC1)NC(CC1=NN2C(NC=C(C2=O)C(=O)N(C)C(C)C)=C1)=O